S(=O)(=O)=NC(=O)N sulphonylurea